C1(CC1)[C@H](C1=CC=2N(N=C1)C=C(N2)[C@@H](NC(=O)C2=NON=C2C)C2CCC(CC2)(F)F)NC([C@@H](CC(F)F)C)=O |o1:33| N-((S)-(7-((R)-Cyclopropyl((R*)-4,4-difluoro-2-methylbutanamido)methyl)imidazo[1,2-b]pyridazin-2-yl)(4,4-difluorocyclohexyl)methyl)-4-methyl-1,2,5-oxadiazole-3-carboxamide